N-(1-(tert-Butyl)-5-fluoro-1H-pyrazol-4-yl)-5-(2-(dimethylamino)-8-morpholino-[1,2,4]triazolo[1,5-a]pyridin-6-yl)-2-fluoro-4-methylbenzamide C(C)(C)(C)N1N=CC(=C1F)NC(C1=C(C=C(C(=C1)C=1C=C(C=2N(C1)N=C(N2)N(C)C)N2CCOCC2)C)F)=O